(E)-3-(2,4-dihydroxyphenyl)-N-[3-[(E)-3-[3-(trifluoromethyl)phenyl]acrylamido]propyl]acrylamide OC1=C(C=CC(=C1)O)/C=C/C(=O)NCCCNC(\C=C\C1=CC(=CC=C1)C(F)(F)F)=O